C12(CC3CC(CC(C1)C3)C2)CC(=O)OCCCCCCCCCC2=CC(=CC=C2)C2=NC=3N(C(=C2)N2CCN(CC2)CCO)N=C(C3C3=CC=CC=C3)C 9-(3-(7-(4-(2-Hydroxyethyl)piperazin-1-yl)-2-methyl-3-phenylpyrazolo[1,5-a]pyrimidin-5-yl)phenyl)nonyl 2-(adamantan-1-yl)acetate